N[C@@H]1C(C[C@@H](CC1)C1=NC=CC(=N1)NC=1N=CC2=C(C=CC(=C2C1)C(C)C)N1[C@@H]([C@H](C1)CS(=O)(=O)C)C)(F)F N-(2-((1R,4S)-4-amino-3,3-difluorocyclohexyl)pyrimidin-4-yl)-5-isopropyl-8-((2R,3S)-2-methyl-3-((methanesulfonyl)methyl)azetidin-1-yl)isoquinolin-3-amine